C(C)(C)(C)[Si](C)(C)N=S(=O)(C)N1CCC(CC1)OC1=CC=NC2=CC(=CC=C12)OC tert-butyl-[[[4-[(7-methoxy-4-quinolyl)oxy]-1-piperidyl]-methyl-oxo-λ6-sulfanylidene]amino]-dimethyl-silane